CCCC(CC(CCCCC)O)O undecane-4,6-diol